FC1=CC(=CC=2N(C(=NC21)C)C(C)C)C2=CNC1=NC=C(C=C12)C=1C=NN2C1CN(CC2)C 3-(3-(4-Fluoro-1-isopropyl-2-methyl-1H-benzo[d]imidazol-6-yl)-1H-pyrrolo[2,3-b]pyridin-5-yl)-5-methyl-4,5,6,7-tetrahydropyrazolo[1,5-a]pyrazine